ClC1=C(C=NNC1=C=O)N1CC=2N(CC1)C(=CN2)CC2=C(C#N)C=CC=C2C(F)(F)F ((7-(5-chloro-6-carbonyl-1,6-dihydropyridazin-4-yl)-5,6,7,8-tetrahydroimidazo[1,2-a]pyrazin-3-yl)methyl)-3-(trifluoromethyl)benzonitrile